C(C)(=O)C1=CC=C2C(N(C(C2=C1)=O)CC1=NC=C(C=C1)Cl)(OCC(C)(C)O)C1=CC=C(C=C1)Cl 6-acetyl-3-(4-chlorophenyl)-2-((5-chloropyridin-2-yl)methyl)-3-(2-hydroxy-2-methylpropoxy)isoindolin-1-one